C1(=CC=CC=C1)NC1=CC=C(C(=O)NC2=CC(=NC=C2)C(=O)OC)C=C1 Methyl 4-(4-(phenylamino)benzamido)picolinate